BrC=1C=CC(=C(OCC(CN2C[C@H](CC2)C(=O)O)O)C1)C=1OC2=C(C=CC=C2C(C1)=O)Cl (3S)-1-[3-[5-bromo-2-(8-chloro-4-oxo-chromen-2-yl)phenoxy]-2-hydroxy-propyl]pyrrolidine-3-carboxylic acid